C(CCCC\C=C/C\C=C/C\C=C/C\C=C/CC)(=O)O.C(C(C)O)O propylene glycol stearidonate